benzyl 5,5-difluoropiperidine-1,3-dicarboxylate FC1(CC(CN(C1)C(=O)OCC1=CC=CC=C1)C(=O)[O-])F